OC(C)(C)C=1N=NN(C1)C1=CC=C(CN2C3=NC(=NC=C3NC2=O)C2=C(C=CC=C2)C(C)C)C=C1 9-(4-(4-(2-hydroxypropan-2-yl)-1H-1,2,3-triazol-1-yl)benzyl)-2-(2-isopropylphenyl)-7,9-dihydro-8H-purin-8-one